COC1=C(C=C(N)C=C1)S(=O)(=O)N1CCOCC1 4-Methoxy-3-(morpholinosulfonyl)aniline